2-(5-fluoro-2-(piperazin-1-yl)pyrimidin-4-yl)-4,5-dimethyl-2,4-dihydro-3H-1,2,4-triazol-3-one FC=1C(=NC(=NC1)N1CCNCC1)N1N=C(N(C1=O)C)C